OCC([C@H](C[C@H]1C(NCC1)=O)NC(=O)[C@@H](CC(C)C)N1C(=CC2=C(C=CC=C12)OC)C(=O)N)=O ((R)-1-[[(1S)-3-hydroxy-2-oxo-1-[[(3S)-2-oxopyrrolidin-3-yl]methyl]propyl]carbamoyl]-3-methyl-butyl)-4-methoxy-1H-indole-2-carboxamide